COC([C@H]1N(CCC1)CC=1C(=CC2=C(N=C(O2)C=2C(=C(C=CC2)C2=C(C(=CC=C2)Br)C)C)C1)OC(F)F)=O ((2-(3'-bromo-2,2'-dimethyl-[1,1'-biphenyl]-3-yl)-6-(difluoromethoxy)benzo[d]oxazol-5-yl)methyl)-L-prolin-methyl ester